C(CCCCCCCCCCCCCCCCCCC)OC(CCCCCC)=O.FC=1C=C(N)C=C(C1C=1C=C2C(=CN1)N(N=C2C=2C=NN(C2)C)COCC[Si](C)(C)C)F 3,5-difluoro-4-(3-(1-methyl-1H-pyrazol-4-yl)-1-((2-(trimethylsilyl)ethoxy)methyl)-1H-pyrazolo[3,4-c]Pyridin-5-yl)aniline n-eicosyl-heptanoate